O=C1NC(CCC1N1C(C2=NC(=CC=C2C1=O)N1[C@@H](CN(CC1)C1CC(C1)OC1CCN(CC1)C(=O)OC(C)(C)C)C)C)=O tert-butyl 4-[3-[(3R)-4-[6-(2,6-dioxo-3-piperidyl)-7-methyl-5-oxo-7H-pyrrolo[3,4-b]pyridine-2-yl]-3-methyl-piperazin-1-yl]cyclobutoxy]piperidine-1-carboxylate